COC(=O)C1(CCC2(C(CC3=CC=CC=C23)CCCOC2=C3C(=NC=C2)C=CS3)CC1)NC1=CC(=CC=C1)Cl 4-(3-Chloroanilino)-2'-{3-[(thieno[3,2-b]pyridin-7-yl)oxy]propyl}-2',3'-dihydrospiro[cyclohexane-1,1'-indene]-4-carboxylic acid methyl ester